C(CCCCCCCCCC(C)C)NCC1=CC=CC=C1 isotridecyl-benzyl-amine